methyl 2-((1R,4r)-4-((R)-4-(tert-butoxycarbonyl)-3-(methoxymethyl)piperazin-1-yl)cyclohexyl)-5-nitro-2H-indazole-6-carboxylate C(C)(C)(C)OC(=O)N1[C@H](CN(CC1)C1CCC(CC1)N1N=C2C=C(C(=CC2=C1)[N+](=O)[O-])C(=O)OC)COC